2,6-Dibenzyloxy-3-(4-bromo-3-fluoro-2-methyl-phenyl)pyridine C(C1=CC=CC=C1)OC1=NC(=CC=C1C1=C(C(=C(C=C1)Br)F)C)OCC1=CC=CC=C1